N1(CCOCC1)C(=O)C12CC(C1)(C2)N2C(N1[C@@H](CNCC1)C2)=O (S)-2-(3-(morpholine-4-carbonyl)bicyclo[1.1.1]pentan-1-yl)hexahydroimidazo[1,5-a]pyrazin-3(2H)-one